C1CNCCC12CCC(CC2)CN2CCC(CC2)N2N=C1C=C(C(=CC1=C2)NC(C2=NC(=CC=C2)C(F)(F)F)=O)C(C)(C)O N-(2-(1-((3-Azaspiro[5.5]undecan-9-yl)methyl)piperidin-4-yl)-6-(2-hydroxypropan-2-yl)-2H-indazol-5-yl)-6-(trifluoromethyl)picolinamide